(R)-5-(2-(5-fluoropyridin-3-yl)pyrrolidin-1-yl)-N-(2-hydroxyethyl)pyrazolo[1,5-a]pyrimidine-3-carboxamide FC=1C=C(C=NC1)[C@@H]1N(CCC1)C1=NC=2N(C=C1)N=CC2C(=O)NCCO